NC1CCC(CC1)CCNC1=C(C=C(C=C1)N1CCC(CC1)C(F)(F)F)C N-(2-((1r,4r)-4-aminocyclohexyl)ethyl)-2-methyl-4-(4-(trifluoromethyl)piperidin-1-yl)aniline